1,3-propanedithiol C(CCS)S